C1(=CC=C(C=C1)[C@H](C)NC(CN1N=C(C2=C(C1=O)C(=NN2C)C)C)=O)C (S)-N-(1-(p-tolyl)ethyl)-2-(1,3,7-trimethyl-4-oxo-1,4-dihydro-5H-pyrazolo[3,4-d]pyridazin-5-yl)acetamide